CC1=C(C=CC=C1NC(=O)C=1OC(=NN1)[C@H](C)N)C1=C(C(=CC=C1)NC(=O)C=1OC(=NN1)[C@H](C)N)C (2,2'-dimethyl-[1,1'-biphenyl]-3,3'-diyl)bis(5-((S)-1-aminoethyl)-1,3,4-oxadiazole-2-carboxamide)